N-(2-chloro-4-(fluoromethyl)thiophen-3-yl)-2-((6-(3,4-dimethylpiperazin-1-yl)-2-methylpyrimidin-4-yl)amino)thiazole-5-carboxamide ClC=1SC=C(C1NC(=O)C1=CN=C(S1)NC1=NC(=NC(=C1)N1CC(N(CC1)C)C)C)CF